CN1CCC(CC1)N1N=C(C=C1)NC1=NC=C(C(=C1)NCCCN1C(CCCC1)=O)C(F)(F)F 1-(3-((2-((1-(1-methylpiperidin-4-yl)-1H-pyrazol-3-yl)amino)-5-(trifluoromethyl)pyridin-4-yl)amino)propyl)piperidin-2-one